(1r,4r)-4-(5-[(cyclopropylmethyl)sulfanyl]pyrazin-2-yl)-1',3'-dihydrospiro[cyclohexane-1,2'-inden]-3'-amine C1(CC1)CSC=1N=CC(=NC1)C1CCC2(CC3=CC=CC=C3C2N)CC1